3-methylsulfonyl-5-(trifluoromethyl)benzoic acid CS(=O)(=O)C=1C=C(C(=O)O)C=C(C1)C(F)(F)F